C(C1=CC=CC=C1)OC1=NN(C2=NN=C(C=C21)C=2C(=NC(=NC2)OC(C)(C)C)OC(C)(C)C)C 3-(benzyloxy)-5-(2,4-di-tert-butoxypyrimidin-5-yl)-1-methyl-1H-pyrazolo[3,4-c]pyridazine